O[C@H](CC(=O)OC(C)(C)C)C[C@H](\C=C\C=1N(C2=CC=CC=C2C1C1=CC=C(C=C1)C(F)(F)F)C(C)C)O |o1:1,11| tert-butyl rel-(3S,5R,E)-3,5-dihydroxy-7-(1-isopropyl-3-(4-(trifluoromethyl)phenyl)-1H-indol-2-yl)hept-6-enoate